(3aS,3bR,6aS,8R,10aS,10bR,12aS)-8-hydroxy-8,12a-dimethylhexadecahydrobenzo[3,4]cyclohepta[1,2-e]inden-1(2H)-one O[C@]1(C[C@H]2[C@@H]([C@@H]3[C@H]([C@@H]4CCC([C@]4(CC3)C)=O)CCC2)CC1)C